CN1CC2=C(CCC1)OC1=C2C=CC=C1 2-methyl-2,3,4,5-tetrahydro-1H-benzofuro[3,2-c]azepine